NC1=NC=CC2=CC(=CC=C12)CNC1=CC=CC(=N1)C(=O)NCC1CCN(CC1)C 6-(((1-aminoisoquinolin-6-yl)methyl)amino)-N-((1-methylpiperidin-4-yl)methyl)pyridinecarboxamide